1'-(2-(methacryloyloxy) ethyl)-3',3'-dimethylspiro[chromene-2,2'-indoline]-6-sulfonate C(C(=C)C)(=O)OCCN1C2(C(C3=CC=CC=C13)(C)C)OC1=CC=C(C=C1C=C2)S(=O)(=O)[O-]